tris(2-t-butyl-phenyl) phosphite P(OC1=C(C=CC=C1)C(C)(C)C)(OC1=C(C=CC=C1)C(C)(C)C)OC1=C(C=CC=C1)C(C)(C)C